Acetyl-morphinan C(C)(=O)C1=CC=CC=2[C@@]34CCCC[C@H]3[C@@H](CC12)NCC4